tert-butyl 6-((3,3,3-trifluoro-2-hydroxypropyl)amino)-2-azaspiro[3.3]heptane-2-carboxylate FC(C(CNC1CC2(CN(C2)C(=O)OC(C)(C)C)C1)O)(F)F